C(C)(C)(C)OC(CC[C@@H](C(=O)N[C@H](CCCCNC(CCCC1=CC=C(C=C1)I)=O)C(=O)OC)NC(=O)OC(C)(C)C)=O Methyl N2-((S)-5-(tert-butoxy)-2-((tert-butoxycarbonyl)amino)-5-oxopentanoyl)-N6-(4-(4-iodophenyl) butanoyl)-D-lysinate